(2S)-N-(5-(2,4-difluorophenoxy)pyrazin-2-yl)-2-(3,3-dimethyl-4-(5-oxomorpholine-2-carbonyl)piperazin-1-yl)propanamide FC1=C(OC=2N=CC(=NC2)NC([C@H](C)N2CC(N(CC2)C(=O)C2CNC(CO2)=O)(C)C)=O)C=CC(=C1)F